9-bromoanthracene-d8 BrC1=C2C=C(C(=C(C2=C(C=2C(=C(C(=C(C12)[2H])[2H])[2H])[2H])[2H])[2H])[2H])[2H]